C(CCS)S Propan-1,3-dithiol